2-(1-(2-(4-(4-((2,6-dioxopiperidin-3-yl)amino)phenyl)piperidin-1-yl)-2-oxoethyl)piperidin-4-yl)-7-isopropoxy-N-(6-(trifluoromethyl)pyridin-2-yl)imidazo[1,2-a]pyridine-6-carboxamide O=C1NC(CCC1NC1=CC=C(C=C1)C1CCN(CC1)C(CN1CCC(CC1)C=1N=C2N(C=C(C(=C2)OC(C)C)C(=O)NC2=NC(=CC=C2)C(F)(F)F)C1)=O)=O